Sodium 4-(3-(((tert-butyldimethylsilyl)amino)(2-(2-hydroxypropan-2-yl)thiazol-5-yl)(oxo)-λ6-sulfaneylidene)ureido)-3-methyl-6,7-dihydro-5H-cyclopenta[b]pyridine-2-carboxylate [Si](C)(C)(C(C)(C)C)NS(=NC(NC1=C2C(=NC(=C1C)C(=O)[O-])CCC2)=O)(=O)C2=CN=C(S2)C(C)(C)O.[Na+]